NC1=NC=2C=CC(=CC2C2=C1C=NN2C)C(=O)N(CC2=CC=C(C=C2)OC)OC 4-amino-N-methoxy-N-(4-methoxybenzyl)-1-methyl-1H-pyrazolo[4,3-c]quinoline-8-carboxamide